4-bromo-1H-pyrrolo[2,3-b]Pyridine-2-carboxylic acid BrC1=C2C(=NC=C1)NC(=C2)C(=O)O